ON=C(N)C1=CC2=C(C=N1)N(C=N2)CC2OCC2 N'-hydroxy-3-(oxetan-2-ylmethyl)-3H-imidazo[4,5-c]pyridine-6-carboximidamide